methyl 2-((1S)-1-(4-(2-(4-chloro-2-fluorophenyl)-2-methylbenzo[d][1,3]dioxol-4-yl)-piperazin-1-yl) ethyl)-1-(((S)-oxetan-2-yl) methyl)-1H-benzo[d]imidazole-6-carboxylate ClC1=CC(=C(C=C1)C1(OC2=C(O1)C=CC=C2N2CCN(CC2)[C@@H](C)C2=NC1=C(N2C[C@H]2OCC2)C=C(C=C1)C(=O)OC)C)F